[C@H]12CN(C[C@H](CC1)N2)C2=NC(=NC1=C(C(=C(C=C21)Cl)C2=CNC1=CC=C(C(=C21)F)F)F)OCC21CCCN1CCC2 4-((1R,5S)-3,8-diazabicyclo[3.2.1]octan-3-yl)-6-chloro-7-(4,5-difluoro-1H-indol-3-yl)-8-fluoro-2-((tetrahydro-1H-pyrrolizin-7a(5H)-yl)methoxy)quinazoline